BrC1=C(C=C(C=C1)C(F)(F)F)S(=O)(=O)C 1-bromo-2-methanesulfonyl-4-(trifluoro-methyl)benzene